1-bromo-5-chloro-4-(3,3-difluoro-1-methyl-cyclopentyl)-2-methyl-benzene BrC1=C(C=C(C(=C1)Cl)C1(CC(CC1)(F)F)C)C